CC(C(=O)OCC(OC(N)=O)C(C)(C)C1=CC(=CC=C1)C(C)(C)C(COC(C(=C)C)=O)OC(N)=O)=C 1,3-phenylenebis(propane-2,2-diylcarbamoyloxyethane-2,1-diyl) bis(2-methylacrylate)